6-amino-N-benzyl-N-methyl-2-(p-tolylamino)pyrimidine-4-carboxamide tert-Butyl(2-(2-(prop-2-yn-1-yloxy)ethoxy)ethyl)carbamate C(C)(C)(C)N(C(O)=O)CCOCCOCC#C.NC1=CC(=NC(=N1)NC1=CC=C(C=C1)C)C(=O)N(C)CC1=CC=CC=C1